C[C@H](CC(C(=O)O)=C)C[C@H](CCCCCCCCCCCCCCCC)C (4S,6S)-4,6-dimethyl-2-methylenebehenic acid